8-(2,4-difluorophenyl)-2,3-dimethyl-6-[(2R,6S)-2-methyl-6-(2-methyl-4-pyridyl)morpholin-4-yl]pyrimido[5,4-d]pyrimidin-4-one FC1=C(C=CC(=C1)F)C1=NC(=NC2=C1N=C(N(C2=O)C)C)N2C[C@H](O[C@H](C2)C2=CC(=NC=C2)C)C